BrC1=CC2=C(N(C(=N2)CC)C)C=C1CC(F)(F)F 5-bromo-2-ethyl-1-methyl-6-(trifluoroethyl)-1H-benzo[d]imidazole